Bis-(hydroxyphenyl) ketone OC1=C(C=CC=C1)C(=O)C1=C(C=CC=C1)O